C(C)OC(=O)C=1SC(=C(C1C)Br)Br 4,5-dibromo-3-methylthiophene-2-carboxylic acid ethyl ester